bisphenol-A ethylphosphate C(C)OP(=O)(O)O.OC1=CC=C(C=C1)C(C)(C)C1=CC=C(C=C1)O